ClC1=NC=C(C(=C1)C1=C(C=NC(=C1)C)C(=O)NC=1SC2=C(N1)CN(C2)C(=O)C2=NC=C(N=C2C)C(F)(F)F)OC 2'-chloro-5'-methoxy-6-methyl-N-(5-(3-methyl-5-(trifluoromethyl)pyrazine-2-carbonyl)-5,6-dihydro-4H-pyrrolo[3,4-d]thiazol-2-yl)-[4,4'-bipyridine]-3-carboxamide